2-methyl-N-[6-(trifluoromethoxy)-1,3-benzothiazol-2-yl]-7-oxabicyclo[2.2.1]heptane-2-carboxamide CC1(C2CCC(C1)O2)C(=O)NC=2SC1=C(N2)C=CC(=C1)OC(F)(F)F